1-(2-((3S,3aS,5aR,5bS,8R,9aS,10aR,10bS)-8-hydroxy-3a,8-dimethylhexadecahydrocyclopenta[a]fluoren-3-yl)-2-oxoethyl)-1H-pyrazole-4-carbonitrile O[C@@]1(CC[C@@H]2[C@H]3CC[C@]4([C@H]([C@@H]3C[C@H]2C1)CC[C@@H]4C(CN4N=CC(=C4)C#N)=O)C)C